methyl 4-(4-((2-(3-(difluoromethyl)bicyclo[1.1.1]pentan-1-yl)-5,5-dimethylcyclohex-1-en-1-yl)methyl)piperazin-1-yl)benzoate FC(C12CC(C1)(C2)C2=C(CC(CC2)(C)C)CN2CCN(CC2)C2=CC=C(C(=O)OC)C=C2)F